OC(=O)C(F)(F)F.ClC1=NN=C(C2=C1CNC2)Cl 1,4-dichloro-6,7-dihydro-5H-pyrrolo[3,4-d]pyridazine TFA salt